BrC1=CC(=C(C=C1)C(CNC(=O)C=1N=C(N=NC1OC1=CC(=CC=C1)C(F)(F)F)C)(F)F)Cl N-[2-(4-bromo-2-chlorophenyl)-2,2-difluoroethyl]-3-methyl-6-[3-(trifluoromethyl)phenoxy]-1,2,4-triazine-5-carboxamide